BrC=1C=CC(=C(C)C1)F 5-bromo-2-fluorotoluene